3-(2-chloro-3-(1,4-Benzodioxan-6-yl)anilino)-6-(1,3-dithian-2-yl)indazole-1-carboxylic acid tert-butyl ester C(C)(C)(C)OC(=O)N1N=C(C2=CC=C(C=C12)C1SCCCS1)NC1=C(C(=CC=C1)C1=CC2=C(OCCO2)C=C1)Cl